tert-butyl ((1S,2S)-4,4-difluoro-2-(hydroxymethyl)cyclohexyl)carbamate FC1(C[C@@H]([C@H](CC1)NC(OC(C)(C)C)=O)CO)F